FC(OC1=CC=C(C=C1)C=1C=C(C(=C2N=CC=NC12)C=C)C1CN(C1)C(=O)OC(C)(C)C)(F)F tert-Butyl 3-(8-(4-(trifluoromethoxy)phenyl)-5-vinylquinoxalin-6-yl)azetidine-1-carboxylate